N-((3-(3,7-dimethylocta-2,6-dien-1-yl)-2,4-dihydroxy-6-pentylphenyl)sulfonyl)-3-morpholinopropanamide CC(=CCC=1C(=C(C(=CC1O)CCCCC)S(=O)(=O)NC(CCN1CCOCC1)=O)O)CCC=C(C)C